BrC1=C(C=2C=CN=CC2C=C1)N 6-bromoisoquinolin-5-amine